[Cl-].[Cl-].CC1(C=C(C=C1)C)[Zr+2]C1(C=C(C=C1)C)C bis(1,3-dimethylcyclopentadienyl)Zirconium dichloride